NCCCNC1CCC(CC1)NC1=NC=C(C(=N1)C=1C=NN(C1CC1CC1)C)Cl (1r,4r)-N-(3-Aminopropyl)-N4-(5-chloro-4-(5-(cyclopropylmethyl)-1-methyl-1H-pyrazol-4-yl)pyrimidin-2-yl)cyclohexane-1,4-diamine